P(OCC)(OCC)(OC=1COC(C1)=O)=S O,O-Diethyl O-(5-oxo-2,5-dihydrofuran-3-yl) phosphorothioate